C(CCCCC)OCCCC(=O)N(CCCC)CCCC 4-hexyloxy-N,N-dibutylbutanamide